FC1([C@@H]([C@H](CCC1)N1[C@H](CN(CC1)C(C)C)C)N)F (1R,6S)-2,2-difluoro-6-[(2S)-2-methyl-4-(propan-2-yl)piperazin-1-yl]cyclohexan-1-amine